tert-butyl 1-(4-(allyloxy)-3-(methoxymethoxy)-3-methyl-4-oxobutyl)-6,6-difluorotetrahydro-1H-pyrrolo[3,2-c]isoxazole-4(5H)-carboxylate C(C=C)OC(C(CCN1OCC2C1C(CN2C(=O)OC(C)(C)C)(F)F)(C)OCOC)=O